CN1N=C(C=C1)NC1=NC=CC(=N1)C1=CC=CC(=N1)C1CCC(N1)=O 5-(6-(2-((1-methyl-1H-pyrazol-3-yl)amino)pyrimidin-4-yl)pyridin-2-yl)pyrrolidin-2-one